NC1N=C(C2=C(N1CC)SC=C2)C2=C(C=C(C(=C2)OCCN2CCCC2)Cl)Cl 2-amino-4-(2,4-dichloro-5-(2-(pyrrolidin-1-yl)ethoxy)phenyl)-N-ethylthieno[2,3-d]pyrimidine